C(C)O[Si](CCCN(CCO)CCC[Si](OCC)(OCC)OCC)(OCC)OCC 2-[bis[3-(triethoxysilyl)propyl]amino]-ethanol